CNCC1=CC=C(C=C1)[S@](=O)(N)=NC(NC1=C2C(=CC=3CCCC13)CC2)=O (S)-4-((methylamino)methyl)-N'-((2,4,5,6-tetrahydro-1H-cyclobuta[f]inden-3-yl)carbamoyl)benzenesulfonimidamide